7-(1H-1,2,3-benzotriazol-1-yl)-2-phenyl-5,7-diazaspiro[3.4]octane-6,8-dione N1(N=NC2=C1C=CC=C2)N2C(NC1(CC(C1)C1=CC=CC=C1)C2=O)=O